(1S,3R)-5-bromo-3-(((tert-butyldiphenylsilyl)oxy)methyl)-1-methyl-1,2,3,4-tetrahydroisoquinoline BrC1=C2C[C@@H](N[C@H](C2=CC=C1)C)CO[Si](C1=CC=CC=C1)(C1=CC=CC=C1)C(C)(C)C